N-[5-[2-cyano-5-[[(4R)-3,3-difluoro-1-methyl-4-piperidyl]oxy]-4-pyridyl]pyrazolo[1,5-a]pyridin-2-yl]cyclopropanecarboxamide C(#N)C1=NC=C(C(=C1)C1=CC=2N(C=C1)N=C(C2)NC(=O)C2CC2)O[C@H]2C(CN(CC2)C)(F)F